2-(4-(aminomethyl)-2-azabicyclo[2.2.1]heptan-2-yl)-N-(5-cyclopropyl-1H-pyrazol-3-yl)pyrimidin-4-amine NCC12CN(C(CC1)C2)C2=NC=CC(=N2)NC2=NNC(=C2)C2CC2